NC1=C(C=NN1C=1C=NC(=CC1C)OC1=C(C=CC=C1F)F)C(=O)C1=CC2=C3CCN(CC3=CC=C2N1)CCOC (5-amino-1-{6-[(2,6-difluorophenyl)oxy]-4-methylpyridin-3-yl}pyrazol-4-yl)[7-(2-methoxyethyl)-6,7,8,9-tetrahydro-3H-pyrrolo[3,2-f]isoquinolin-2-yl]methanone